[6-[[2-(trifluoromethyl)pyrazol-3-yl]methyl]-2,6-diazaspiro[3.3]heptan-2-yl]-[6-[3-(trifluoromethyl)-1,2,4-triazol-1-yl]-2-azaspiro[3.3]heptan-2-yl]methanone FC(N1N=CC=C1CN1CC2(CN(C2)C(=O)N2CC3(C2)CC(C3)N3N=C(N=C3)C(F)(F)F)C1)(F)F